1-Nonyl-4-Methylpiperidinium cyanid [C-]#N.C(CCCCCCCC)[NH+]1CCC(CC1)C